methyl 1-[(1-ethyl-1H-imidazol-5-yl)methyl]-2-[(4-{3-[(pyridin-4-yl)methoxy]-1H-pyrazol-1-yl}piperidin-1-yl)methyl]-1H-benzimidazole-6-carboxylate C(C)N1C=NC=C1CN1C(=NC2=C1C=C(C=C2)C(=O)OC)CN2CCC(CC2)N2N=C(C=C2)OCC2=CC=NC=C2